ClC1=CC=C(C=C1)SC1=C(C=CC2=CC(=CC=C12)Br)O 1-(4-chlorophenylthio)-6-bromo-2-naphthol